methyl 6-fluoro-3,4-dihydro-2H-1,4-benzoxazine-5-carboxylate FC1=CC=C2C(NCCO2)=C1C(=O)OC